5-(3-(((S)-1-(1H-1,2,4-triazol-1-yl)propan-2-yl)oxy)-4-chlorophenyl)-N-(3-(4-methoxybutoxy)-1-((1r,4r)-4-morpholinocyclohexyl)-1H-pyrazol-4-yl)pyrimidin-2-amine N1(N=CN=C1)C[C@H](C)OC=1C=C(C=CC1Cl)C=1C=NC(=NC1)NC=1C(=NN(C1)C1CCC(CC1)N1CCOCC1)OCCCCOC